ClC=1C(=NC(=NC1)NC1CCOCC1)C1=CC(=C2CN(C(C2=C1)=O)[C@@H](C(=O)N[C@H](CO)C1=CC(=CC=C1)C)C)F (2R)-2-(6-{5-chloro-2-[(oxan-4-yl)amino]pyrimidin-4-yl}-4-fluoro-1-oxo-2,3-dihydro-1H-isoindol-2-yl)-N-[(1S)-2-hydroxy-1-(3-methylphenyl)ethyl]propanamide